[2H4]-furan O1C(=C(C(=C1[2H])[2H])[2H])[2H]